C(C)OC(=O)C1=NN2C(C(N=C(C3=C2C=CC(=C3Cl)Br)C3=NC=CC=C3F)C)=N1 ethyl-8-bromo-7-chloro-6-(3-fluoro-2-pyridyl)-4-methyl-4H-[1,2,4]triazolo[1,5-a][1,4]benzodiazepine-2-carboxylate